OC=1C(=NC=CC1OC)C(=O)N[C@@H](C)C=1OC(=NN1)C1=CC=CC=C1 (S)-3-hydroxy-4-methoxy-N-(1-(5-phenyl-1,3,4-oxadiazol-2-yl)ethyl)picolinamide